1-[3,5-bis(trifluoromethyl)phenyl]-3-[(3R,4R)-1-[(2,6-dioxopiperidin-4-yl)carbonyl]-3-(4-fluorophenyl)piperidin-4-yl]-1,3-dimethylurea FC(C=1C=C(C=C(C1)C(F)(F)F)N(C(=O)N(C)[C@H]1[C@@H](CN(CC1)C(=O)C1CC(NC(C1)=O)=O)C1=CC=C(C=C1)F)C)(F)F